(1S,3S,4S)-N-((S)-1-cyano-2-((R)-2-oxopiperidin-3-yl)ethyl)-2-(2,7-dichloro-9-hydroxy-9H-fluorene-9-carbonyl)-5,5-difluoro-2-azabicyclo[2.2.2]octane-3-carboxamide C(#N)[C@H](C[C@@H]1C(NCCC1)=O)NC(=O)[C@H]1N([C@@H]2CC([C@H]1CC2)(F)F)C(=O)C2(C1=CC(=CC=C1C=1C=CC(=CC21)Cl)Cl)O